benzyl N-[[5-[[1-(6-chloro-1,3-benzoxazol-2-yl)-3-bicyclo[1.1.1]pentanyl]carbamoyl]-2-furyl]-methyl-oxo-λ^{6}-sulfanylidene]carbamate ClC1=CC2=C(N=C(O2)C23CC(C2)(C3)NC(=O)C3=CC=C(O3)S(=NC(OCC3=CC=CC=C3)=O)(=O)C)C=C1